C(=O)C1CCC(CC1)N1N=C2C=C(C(=CC2=C1)NC(=O)C1=NC(=CC=C1)C(F)(F)F)C(C)(OCC(=O)O)C 2-[1-[2-(4-Formylcyclohexyl)-5-[[6-(trifluoromethyl)pyridine-2-carbonyl]amino]indazol-6-yl]-1-methyl-ethoxy]acetic acid